vinyloctylphosphinic acid C(=C)CCCCCCCCP(O)=O